(R)-6-((1-(3-cyano-2-(4,4-difluoropiperidin-1-yl)-7-methyl-4-oxo-4H-pyrido[1,2-a]pyrimidin-9-yl)ethyl)amino)-2,3-difluorobenzoic acid C(#N)C1=C(N=C2N(C1=O)C=C(C=C2[C@@H](C)NC2=CC=C(C(=C2C(=O)O)F)F)C)N2CCC(CC2)(F)F